2-(dimethyl-(phenyl)silyl)-3-methylthiophene C[Si](C=1SC=CC1C)(C1=CC=CC=C1)C